CN(C(OCC1=CC=CC=C1)=O)CCN(C(C1=CC=C(C=C1)B1OC(C(O1)(C)C)(C)C)=O)C Benzyl N-methyl-N-[2-[methyl-[4-(4,4,5,5-tetramethyl-1,3,2-dioxaborolan-2-yl)benzoyl]amino]ethyl]carbamate